2-Amyl-anthraquinone tert-butyl-4-[(3-methyl-6-oxo-5-phenyl-1,6-dihydropyridazin-1-yl)methyl]piperidine-1-carboxylate C(C)(C)(C)OC(=O)N1CCC(CC1)CN1N=C(C=C(C1=O)C1=CC=CC=C1)C.C(CCCC)C1=CC=2C(C3=CC=CC=C3C(C2C=C1)=O)=O